C1(CCC1)CNCC=1C=CC=2N(C1)C=C(N2)CN2N=NC(=C2)C=2C=NC=C(C2N)[N+](=O)[O-] 3-(1-((6-(((cyclobutylmethyl)amino)methyl)imidazo[1,2-a]pyridin-2-yl)methyl)-1H-1,2,3-triazol-4-yl)-5-nitropyridin-4-amine